FC1CC(N(C1)C(CC=1OC(=NN1)C)=O)C(=O)NC(C1=CC=C(C=C1)C(C)C)C1=CC=CC=C1 4-fluoro-1-[2-(5-methyl-1,3,4-oxadiazol-2-yl)acetyl]-N-{phenyl-[4-(propan-2-yl)phenyl]methyl}pyrrolidine-2-carboxamide